(S)-((acetyl(2-((3-bromophenyl)(4-fluorophenyl)amino)ethyl) carbamoyl)oxy)methyl 2-((tert-butoxycarbonyl)amino)-4-methylpentanoate C(C)(C)(C)OC(=O)N[C@H](C(=O)OCOC(N(CCN(C1=CC=C(C=C1)F)C1=CC(=CC=C1)Br)C(C)=O)=O)CC(C)C